(2,5,6-trimethylbenzoyl)-2,4,4-trimethylpentylphosphine oxide CC1=C(C(=O)P(CC(CC(C)(C)C)C)=O)C(=C(C=C1)C)C